FC1=C(C=C(CN2C(C3=CC(=CC(=C3CC2)C=2C(=NN(C2)C)C(F)(F)F)CN2C(=NC=C2)NC)=O)C=C1)OC 2-(4-fluoro-3-methoxybenzyl)-5-(1-methyl-3-(trifluoromethyl)-1H-pyrazol-4-yl)-7-((2-(methylamino)-1H-imidazol-1-yl)methyl)-3,4-dihydroisoquinolin-1(2H)-one